C1=C(C=CC2=CC=CC=C12)C(C(=O)N)CC1=CC=CC=C1 2-(2-naphthyl)-3-phenylpropionamide